FC(C1=NN(C=N1)C1=C(C=C(C=C1)[N+](=O)[O-])S(=O)(=O)NCC1=C(C=C(C=C1)OC)OC)F 2-[3-(Difluoromethyl)-1H-1,2,4-triazol-1-yl]-N-(2,4-dimethoxybenzyl)-5-nitrobenzene-sulfonamide